N1(CCC1)C1=CC(=NC=C1)C=1C=CC=2N(C1)C=C(N2)CN2C(C1=CN=CC(=C1C=C2)C2=CC=CC=C2)=O 2-((6-(4-(azetidin-1-yl)pyridin-2-yl)imidazo[1,2-a]pyridin-2-yl)methyl)-5-phenyl-2,7-naphthyridin-1(2H)-one